(3-(4-methoxyquinazolin-6-yl)-1H-pyrrolo[2,3-b]pyridin-5-yl)(3-methyl-3,8-diazabicyclo[3.2.1]octan-8-yl)methanone COC1=NC=NC2=CC=C(C=C12)C1=CNC2=NC=C(C=C21)C(=O)N2C1CN(CC2CC1)C